5-((4-(3,4-difluorophenyl)piperazin-1-yl)methyl)-2-(2,6-dioxopiperidin-3-yl)isoindoline-1,3-dione FC=1C=C(C=CC1F)N1CCN(CC1)CC=1C=C2C(N(C(C2=CC1)=O)C1C(NC(CC1)=O)=O)=O